FC(C1CCN(CC1)C1=CC=C(C=C1)NC1CCC(CC1)C(=O)N)(F)F 4-((4-(4-(Trifluoromethyl)piperidin-1-yl)phenyl)amino)cyclohexane-1-carboxamide